2-bromo-6-(propan-2-yl)pyridine BrC1=NC(=CC=C1)C(C)C